FC1(CNCCC1COC1=NC(=NC=C1F)NC=1C(=NN(C1)C(C#N)(C)C)C)F 4-((4-((3,3-difluoropiperidin-4-yl)methoxy)-5-fluoropyrimidin-2-yl)amino)-3-methyl-1H-pyrazol-1-yl-2-methylpropanenitrile